(S)-1-(3-(difluoromethoxy)phenyl)-N-(4-hydroxy-2-methylpentan-2-yl)-3,3-dimethyl-2-oxoindoline-5-carboxamide FC(OC=1C=C(C=CC1)N1C(C(C2=CC(=CC=C12)C(=O)NC(C)(C[C@H](C)O)C)(C)C)=O)F